(2-{[5-(6-ethoxypyrazin-2-yl)pyrazolo[3,4-c]pyridin-1-yl]methyl}pyridin-4-yl)cyclopropanesulfonamide C(C)OC1=CN=CC(=N1)C=1C=C2C(=CN1)N(N=C2)CC2=NC=CC(=C2)C2(CC2)S(=O)(=O)N